(S)-4-(5-((3-(2-(3-carboxypropanoyl)-6-methoxybenzo[b]thiophen-5-yl)propyl)amino)-6-methoxybenzo[b]thiophen-2-yl)-2-methyl-4-oxobutanoic acid C(=O)(O)CCC(=O)C1=CC2=C(S1)C=C(C(=C2)CCCNC2=CC1=C(SC(=C1)C(C[C@@H](C(=O)O)C)=O)C=C2OC)OC